ClC=1C(=C(C=CC1)C(C)=NS(=O)C(C)(C)C)F N-(1-(3-Chloro-2-fluorophenyl)ethylidene)-2-methylpropane-2-sulfinamide